C1=CC=CC=2C3=CC=CC=C3C(C12)COC(=O)NCCC(=O)O N-[(9H-Fluoren-9-ylmethoxy)carbonyl]-β-alanin